Di-tert-butyl ((5S,6R)-5-(((2-bromo-4-(N-(2,4-dimethoxybenzyl)-N-(1,2,4-thiadiazol-5-yl)sulfamoyl)-5-fluorophenyl)amino)methyl)-3-cyclopropylheptane-1,6-diyl)dicarbamate BrC1=C(C=C(C(=C1)S(N(C1=NC=NS1)CC1=C(C=C(C=C1)OC)OC)(=O)=O)F)NC[C@H](CC(CCNC(OC(C)(C)C)=O)C1CC1)[C@@H](C)NC(OC(C)(C)C)=O